ClC=1C=CC(=NC1)NC([C@H](C)N1C[C@H](C(CC1)(F)F)C(F)(F)F)=O (S)-N-(5-chloropyridin-2-yl)-2-((R)-4,4-difluoro-3-(trifluoromethyl)piperidin-1-yl)propanamide